2-(4-chlorophenyl)-2,2-difluoroacetic acid phosphate P(=O)(O)(O)O.ClC1=CC=C(C=C1)C(C(=O)O)(F)F